2-((2-ethylheptyl)oxy)ethane-1-ol C(C)C(COCCO)CCCCC